C1(C2C(CC1)O2)OC2C1C(CC2)O1 exo-exo-bis(2,3-epoxycyclopentyl)ether